ClC=1SC2=C(N1)C=CC(=C2)C(=O)N(C)C 2-chloro-N,N-dimethylbenzo[d]thiazole-6-carboxamide